(S)-6-(2-amino-3-(1-fluorocyclopropyl)propyl)-7-bromo-N-(thiophen-2-ylmethyl)thieno[3,2-d][1,2,3]triazin-4-amine N[C@H](CC1=C(C=2N=NN=C(C2S1)NCC=1SC=CC1)Br)CC1(CC1)F